C(C)C1=C(C=CC(=C1)NCC1=CC=C(C=C1)C(F)(F)F)S(=O)(=O)N ethyl-4-[[4-(trifluoromethyl)phenyl]methylamino]benzenesulfonamide